3-(2-fluoro-4-methoxyphenyl)-N-(2-(tetrahydro-1H-furo[3,4-c]pyrrol-5(3H)-yl)pyrimidin-4-yl)isoxazol-5-amine FC1=C(C=CC(=C1)OC)C1=NOC(=C1)NC1=NC(=NC=C1)N1CC2C(C1)COC2